C(C)O\C(=C/OC1=CC=C(C=C1)CN1N=CC(=C1)CC(=O)N(C)OC)\C(F)(F)F 1-[[4-[[(1Z)-2-ethoxy-3,3,3-trifluoro-1-propen-1-yl]oxy]phenyl]-methyl]-N-methoxy-N-methyl-1H-pyrazole-4-acetamide